N-(1-(7-methoxynaphthalen-1-yl)propan-2-yl)acetamide COC1=CC=C2C=CC=C(C2=C1)CC(C)NC(C)=O